1-[(2S,4R)-2-[4-[4-[(2-fluorophenyl)methyl]piperazine-1-carbonyl]-1H-imidazol-2-yl]-4-hydroxy-pyrrolidin-1-yl]-2-(3-methoxyisoxazol-5-yl)-3-methyl-butan-1-one FC1=C(C=CC=C1)CN1CCN(CC1)C(=O)C=1N=C(NC1)[C@H]1N(C[C@@H](C1)O)C(C(C(C)C)C1=CC(=NO1)OC)=O